Cl.S1C=NC(=C1)CN 4-thiazolemethanamine, monohydrochloride